(R)-3-(isoquinolin-4-yl)-1-(2-methoxy-5-(trifluoromethyl)pyridin-3-yl)-2-oxoimidazolidine-4-carbonitrile C1=NC=C(C2=CC=CC=C12)N1C(N(C[C@@H]1C#N)C=1C(=NC=C(C1)C(F)(F)F)OC)=O